methyl 4-[5-[(3R)-3-amino-5-[(4-chlorophenyl)methyl]-8-fluoro-1,1,4-trioxo-2,3-dihydro-1lambda6,5-benzothiazepin-7-yl]-1,3,4-oxadiazol-2-yl]-4-methyl-piperidine-1-carboxylate N[C@H]1CS(C2=C(N(C1=O)CC1=CC=C(C=C1)Cl)C=C(C(=C2)F)C2=NN=C(O2)C2(CCN(CC2)C(=O)OC)C)(=O)=O